methyl 2-(3,5-dimethoxybenzyl)-1-oxo-6-(((trifluoromethyl)sulfonyl)oxy)-2,3,4,5-tetrahydro-1H-benzo[c]azepine-8-carboxylate COC=1C=C(CN2C(C3=C(CCC2)C(=CC(=C3)C(=O)OC)OS(=O)(=O)C(F)(F)F)=O)C=C(C1)OC